NC1=C(C=C(C=N1)C1=CC=C(C=C1)C(=O)N1CCN(CC1)CC)OC(C)C1=C(C(=CC=C1Cl)F)Cl (4-{6-amino-5-[1-(2,6-dichloro-3-fluoro-phenyl)-ethoxy]-pyridin-3-yl}-phenyl)-(4-ethyl-piperazin-1-yl)-methanone